C(C)OC=1C(C(=O)[Si](C)(C(C=2C(OCC(CCCC)CC)=CC=CC2)=O)C(C=2C(OCC)=CC=CC2)=O)=CC=CC1 bis(ethylsalicyloyl)(2-ethylhexylsalicyloyl)methylsilane